C(C)O/C=C/C1=CC(=NC=C1C)C(C#N)CC(C)C (E)-2-(4-(2-ethoxyvinyl)-5-methylpyridin-2-yl)-4-methylpentanenitrile